(6aS,9aS)-2-chloro-7,8,9,9a-tetrahydrocyclopenta[5,6]pyrano[4,3-b]pyridin-5(6aH)-one ClC1=CC=C2C(=N1)[C@H]1[C@@H](OC2=O)CCC1